N-(6-acetyl-3-hydroxy-2,2-dimethyl-3,4-dihydro-2H-chromen-4-yl)-3-chloro-4-fluorobenzamide C(C)(=O)C=1C=C2C(C(C(OC2=CC1)(C)C)O)NC(C1=CC(=C(C=C1)F)Cl)=O